[Si](C)(C)(C(C)(C)C)OC1=NNC(=C1)C(=O)OCC ethyl 3-{[tert-butyl(dimethyl)silyl]oxy}-1H-pyrazole-5-carboxylate